1-(5-(azetidin-1-yl)pyrazin-2-yl)ethanone N1(CCC1)C=1N=CC(=NC1)C(C)=O